C(C)(=O)C(=O)[C@](O)([C@](O)([C@H](O)C(O)C(C)=O)C(C)=O)C(C)=O 1,2,3,5-tetraacetylribose